ClC1=CC=C(C(=N1)C=1C=C(C2=C(COB2O)C1)C)N[C@H](C)C=1C=C(C=C2C(C(=C(OC12)C(C)C)C)=O)C 8-[(1R)-1-[[6-chloro-2-(1-hydroxy-7-methyl-3H-2,1-benzoxaborol-5-yl)-3-pyridyl]amino]ethyl]-2-isopropyl-3,6-dimethyl-chromen-4-one